N1(CCC12COCC2)C=2OC1=C(N2)C=C(C=C1)NC(=O)C1=CC2=C(OCO2)C=C1 benzo[1,3]dioxole-5-carboxylic acid [2-(6-oxa-1-aza-spiro[3.4]oct-1-yl)-benzooxazol-5-yl]-amide